C(C)(C)(C)C1=C(C=CC(=C1)CCCC)O tert-butyl-4-n-butylphenol